FC1=NC(=CC=C1N1CCN(CC1)CC=1C=C2NC(C=3N(C2=C(C1)F)C=CC3)=O)C(NC)=O 7-((4-(2-fluoro-6-(methylcarbamoyl)pyridin-3-yl)piperazin-1-yl)methyl)-9-fluoropyrrolo[1,2-a]quinoxalin-4(5H)-one